((2-(thiophen-2-yl)ethyl)amino)acetic acid S1C(=CC=C1)CCNCC(=O)O